COCCN(C1CCNCC1)C N-(2-methoxyethyl)-N-methyl-piperidin-4-amine